CN(S(=O)(=O)N[C@@H]1[C@@H](N(CCC1)C(=O)OC(C)C)COC1CCN(CC1)C1=NC=CC=N1)C isopropyl cis-3-((dimethylsulfamoyl)amino)-2-(((1-(pyrimidin-2-yl)piperidin-4-yl)oxy)methyl)piperidine-1-carboxylate